Ethyl 2-chloro-4-{[(1S)-1-(4-chlorophenyl)-2-hydroxyethyl]-amino}pyrimidine-5-carboxylate ClC1=NC=C(C(=N1)N[C@H](CO)C1=CC=C(C=C1)Cl)C(=O)OCC